C(C)C1=NCCNC(CC(=NCCNC(C1)(C)CC)CC)(C)CC 5,7,12,14-tetraethyl-7,14-dimethyl-1,4,8,11-tetraazacyclotetradeca-4,11-diene